5-chloro-N2-(5-(4-methylpiperazin-1-yl)pyridin-2-yl)-N4-(m-tolyl)pyrimidine-2,4-diamine ClC=1C(=NC(=NC1)NC1=NC=C(C=C1)N1CCN(CC1)C)NC=1C=C(C=CC1)C